methyl-5-(thiazol-5-yl)-1H-indole-7-carboxylic acid methyl ester COC(=O)C=1C=C(C=C2C=CN(C12)C)C1=CN=CS1